COC1=CC=C(C=C1)C=1SC(=NN1)C 2-(4-methoxyphenyl)-5-methyl-1,3,4-thiadiazole